4-(5-(Phenoxymethyl)-2-(trifluoromethyl)oxazolidin-3-yl)-2-(trifluoromethyl)benzonitril O(C1=CC=CC=C1)CC1CN(C(O1)C(F)(F)F)C1=CC(=C(C#N)C=C1)C(F)(F)F